7-methyl-1-[[3-[(1R,5S,6R)-3-(3,5-dichlorophenyl)-3-azabicyclo[3.1.0]hex-6-yl]-1,2,4-oxadiazol-5-yl]methyl]purin-6-one CN1C=NC=2N=CN(C(C12)=O)CC1=NC(=NO1)C1[C@H]2CN(C[C@@H]12)C1=CC(=CC(=C1)Cl)Cl